(E)-3-(5-chloro-1H-indol-3-yl)-1-(2,6-dimethoxypyridin-4-yl)-2-methylpropan-2-en-1-one ClC=1C=C2C(=CNC2=CC1)/C=C(/C(=O)C1=CC(=NC(=C1)OC)OC)\C